CCCCCCCCCCCCCC normal tetradecane